3-(6-bromobenzo[d]thiazol-2-yl)-5-fluoro-2-methylaniline BrC1=CC2=C(N=C(S2)C=2C(=C(N)C=C(C2)F)C)C=C1